3-[N-(2-aminoethyl)amino]propylmethyldiethoxysilane NCCNCCC[Si](OCC)(OCC)C